4-(6-Chloro-8-fluoro-2-(((S)-1-methyl-pyrrolidin-2-yl)methoxy)-4-(3-(trifluoromethyl)piperazin-1-yl)quinazolin-7-yl)benzo[d]thiazol-2-amine ClC=1C=C2C(=NC(=NC2=C(C1C1=CC=CC2=C1N=C(S2)N)F)OC[C@H]2N(CCC2)C)N2CC(NCC2)C(F)(F)F